2-Amino-N-{1-[8-chloro-5-(1,1-dioxido-1,2,5-thiadiazepan-5-yl)-1-(trifluoromethyl)imidazo[1,5-a]pyridin-6-yl]ethyl}pyrazolo[1,5-a]pyrimidine-3-carboxamide trifluoroacetate salt FC(C(=O)O)(F)F.NC1=NN2C(N=CC=C2)=C1C(=O)NC(C)C=1C=C(C=2N(C1N1CCNS(CC1)(=O)=O)C=NC2C(F)(F)F)Cl